NCC(C1=CC=C(C=C1)F)(OC1CC1)C1=NC=NC2=CC=C(C=C12)C=1C2=C(C(N(C1)C)=O)N(C=C2)S(=O)(=O)C2=CC=C(C)C=C2 4-(2-amino-1-cyclopropoxy-1-(4-fluorophenyl)ethyl)-6-(6-methyl-7-oxo-1-tosyl-6,7-dihydro-1H-pyrrolo[2,3-c]pyridin-4-yl)quinazoline